FC=1C=C(COC2=CC=CC(=N2)C2=CC(=C(CC3=NC4=C(N3[C@@H]3COCC3(C)C)C=C(C=C4)C(=O)O)C=C2F)F)C=CC1F (S)-2-(4-(6-((3,4-difluorobenzyl)oxy)pyridin-2-yl)-2,5-difluorobenzyl)-1-(4,4-dimethyltetrahydrofuran-3-yl)-1H-benzo[d]imidazole-6-carboxylic acid